ClC1=C(C(=CC=C1)Cl)N1CCN(CC1)C(=O)OC(C)(C)C tert-Butyl 4-(2,6-dichlorophenyl)piperazine-1-carboxylate